C1=CC=CC=2C3=CC=CC=C3C(C12)COC(=O)N[C@H](C(=O)O)CC1=NNC2=NC=CC=C21 (S)-2-((((9H-Fluoren-9-yl)methoxy)carbonyl)amino)-3-(1H-pyrazolo[3,4-b]pyridin-3-yl)propanoic acid